6-(4-bromo-2,6-dichlorobenzyl)-6,7-dihydro-5H-pyrrolo[3,4-b]pyridin-5-one-7,7-d2 BrC1=CC(=C(CN2C(C3=NC=CC=C3C2=O)([2H])[2H])C(=C1)Cl)Cl